[2,3,5,6-tetrafluoro-4-(hydroxymethyl)phenyl]piperazine-1-carboxylic acid benzyl ester C(C1=CC=CC=C1)OC(=O)N1C(CNCC1)C1=C(C(=C(C(=C1F)F)CO)F)F